Methyl 3-amino-5-chloro-2-(2-chloroethoxy)-6-anisate NC=1C(=C(C(=O)OC)C(=C(C1)Cl)OC)OCCCl